C(CCCCCCCCCCCC(=O)[O-])(=O)[O-] BRASSYLATE